2-(4-{2-[(S)-2-methyl-1-azetidinyl]-6-(difluoromethyl)-5-methyl-4-pyrimidinyl}-1-pyrazolyl)-1-(1-piperazinyl)-1-ethanone C[C@@H]1N(CC1)C1=NC(=C(C(=N1)C=1C=NN(C1)CC(=O)N1CCNCC1)C)C(F)F